2,6-dimethyl-1,4-dihydro-3,5-pyridinedicarboxylic acid CC=1NC(=C(CC1C(=O)O)C(=O)O)C